FC1=C(C=C(C(=C1)F)F)CC=O 2-(2,4,5-trifluorophenyl)acetaldehyde